(S)-2-(4-((3,3-dimethyltetrahydro-2H-pyran-4-yl)amino)pyrido[3,4-d]pyridazin-1-yl)-5-(trifluoromethyl)phenol CC1(COCC[C@@H]1NC=1N=NC(=C2C1C=NC=C2)C2=C(C=C(C=C2)C(F)(F)F)O)C